N1(N=CC=C1)C1CN(C1)[C@H]1[C@H](CCCC1)OC=1C=C2CN(C(C2=CC1)=O)C1C(NC(CC1)=O)=O 3-(5-(((1S,2R)-2-(3-(1H-pyrazol-1-yl)azetidin-1-yl)cyclohexyl)oxy)-1-oxoisoindolin-2-yl)piperidine-2,6-dione